2',4',6'-trihydroxy-3-(4-hydroxyphenyl)propiophenone OC1=C(C(=CC(=C1)O)O)C(CCC1=CC=C(C=C1)O)=O